FC(C(=O)[O-])(F)F.FC(C(=O)[O-])(F)F.[NH2+]1CCCCC1.[NH2+]1CCCCC1 piperidin-1-ium bistrifluoroacetate